C(#C)C1=CC=CC=2C3=CC=CC=C3C(C12)O ethynyl-9-fluorenol